ONC([C@H](CC1=CC=C(C=C1)OC(F)(F)F)N1N=NC(=C1)CNS(=O)(=O)C=1SC(=CC1)C1=CC=CC=C1)=O (S)-N-hydroxy-2-(4-((5-phenylthiophene-2-sulfonylamino)methyl)-1H-1,2,3-triazol-1-yl)-3-(4-(trifluoromethoxy)phenyl)propanamide